(R)-N-(4-(3-((4-deutero-5-chloro-6-(dimethylamino)pyrimidin-2-yl)amino)pyrrolidine-1-carbonyl)phenyl)acrylamide [2H]C1=NC(=NC(=C1Cl)N(C)C)N[C@H]1CN(CC1)C(=O)C1=CC=C(C=C1)NC(C=C)=O